5-(3-(butanoyl)benzoyl)amino-3-(octahydro-2H-quinolizin-2-yl)-1H-indole C(CCC)(=O)C=1C=C(C(=O)NC=2C=C3C(=CNC3=CC2)C2CC3CCCCN3CC2)C=CC1